[Ru].[Ir]=O.[Ru] Ruthenium-Iridium-Oxid Ruthenium